FC(C1=CC(=NN1C)C1=CC(=NO1)C1(CC1)C1=C(C=CC(=C1)F)C)F 5-(5-(difluoromethyl)-1-methyl-1H-pyrazol-3-yl)-3-(1-(5-fluoro-2-methylphenyl)cyclopropyl)isoxazole